diaminodicyclopentadienyl-zirconium N[Zr](C1C=CC=C1)(C1C=CC=C1)N